ClC=1C=C(C=CC1OC)C1=NC=CC(=N1)C1=CC(=C(C(=C1)OC)OC)OC 2-(3-chloro-4-methoxyphenyl)-4-(3,4,5-trimethoxyphenyl)pyrimidine